Cl.C12CC(CC(CC1)N2)OC2=CC1=C(N=CN=C1NC1=CC(=C(C=C1)OC1=CC=3N(C=C1)N=CN3)C)C=N2 6-((exo-8-Azabicyclo[3.2.1]octan-3-yl)oxy)-N-(4-([1,2,4]triazolo[1,5-a]pyridin-7-yloxy)-3-methylphenyl)pyrido[3,4-d]pyrimidin-4-amine hydrochloride